FC1=C(C=CC=C1C(F)(F)F)[C@@H](C)NC(=O)C=1C=2N(C=C(C1)C=1N=CSC1)C[C@H](N2)C (R)-N-((R)-1-(2-fluoro-3-(trifluoromethyl)phenyl)ethyl)-2-methyl-6-(thiazol-4-yl)-2,3-dihydroimidazo[1,2-a]pyridine-8-carboxamide